CC(CCCCCCCCCCCCCCCCC)C=1NC(OC1)=O 4-(nonadecan-2-yl)oxazol-2(3H)-one